(5R*)-tert-butyl 5-((2,2-difluoroethoxy)methyl)-5,6,9,10-tetrahydro-4H-isoxazolo[3,4-c]pyrido[4',3':3,4]-pyrazolo[1,5-a]azepine-11(12H)-carboxylate FC(COC[C@@H]1CC=2C(C=3N(C1)N=C1C3CN(CC1)C(=O)OC(C)(C)C)=NOC2)F |o1:5|